l-3-(2-hydroxyphenyl)imidazo[1,2-a]pyridine-7-carbonitrile OC1=C(C=CC=C1)C1=CN=C2N1C=CC(=C2)C#N